C(CCC)OC1=CC=CC2=CC=CC=C12 4-n-butoxynaphthalen